ClC1=C(C=C(C=C1)C1=NC=C(C(=N1)N1C[C@@H](CC1)CNC(=O)OC(C)(C)C)C=1CN(CC1)C(=O)OC(C)(C)C)C(F)(F)F tert-butyl 3-[2-[4-chloro-3-(trifluoromethyl)phenyl]-4-[(3S)-3-[(tert-butoxycarbonylamino)methyl]pyrrolidin-1-yl]pyrimidin-5-yl]-2,5-dihydropyrrole-1-carboxylate